C(#N)C=CS(=O)(=O)NC1=CC=CC=C1 cyanovinyl-sulphonylaniline